FC1=CC2=C(N(C(N=C2N2[C@H](CN(CC2)C(=O)OC(C)(C)C)C)=O)C=2C(=NC=CC2C)C(C)C)N=C1[Sn](C)(C)C Tert-butyl (S)-4-(6-fluoro-1-(M)-(2-isopropyl-4-methylpyridin-3-yl)-2-oxo-7-(trimethylstannyl)-1,2-dihydropyrido[2,3-d]pyrimidin-4-yl)-3-methylpiperazine-1-carboxylate